3-{5-[4-(3,3,3-trifluoro-2-methylpropyl)piperazin-1-yl]-1H-pyrrolo[3,2-b]pyridin-3-yl}-1-[4-(trifluoromethyl)phenyl]urea FC(C(CN1CCN(CC1)C1=CC=C2C(=N1)C(=CN2)NC(NC2=CC=C(C=C2)C(F)(F)F)=O)C)(F)F